O1CCC=2C1=CC=CC2N 2,3-dihydro-1-benzofuran-4-amine